ClC1=C2C=C3N(C2=CC=C1Cl)[C@@H](N(CC3)C(=O)C3=NC=C(C=N3)OC)C (S)-(6,7-dichloro-1-methyl-3,4-dihydropyrimido[1,6-a]indol-2(1H)-yl)(5-methoxypyrimidin-2-yl)methanone